CC1=C(C(=CC2=CC(=CC=C12)C)CC1=CC(=CC=C1)C)C1=CC=CC=C1 1,6-dimethyl-3-m-methylbenzyl-2-phenylnaphthalene